2,4-dimethylbenzene sulfur [S].CC1=CC=CC(=C1)C